ClC1=CC=C(C=C1)S(=O)(=O)N1CCNCC1 1-((4-chlorophenyl)sulfonyl)piperazine